BrC=1C=NN2C1N=C(N=C2NCC2=CC=C(C=C2)C2=NC=CC=C2)NC2CCNCC2 8-bromo-N2-(piperidin-4-yl)-N4-(4-(pyridin-2-yl)benzyl)pyrazolo[1,5-a][1,3,5]triazine-2,4-diamine